FC1([C@H](C2=C(N(N=C2C(F)(F)F)C2C[C@H](C([C@H](C2)F)F)F)C1)O)F (4S)-5,5-difluoro-1-[(3R,5S)-3,4,5-trifluorocyclohexyl]-3-(trifluoromethyl)-4,6-dihydrocyclopenta[c]pyrazol-4-ol